phenyl 2-allyl-1,8-naphthyridine-1(2H)-carboxylate C(C=C)C1N(C2=NC=CC=C2C=C1)C(=O)OC1=CC=CC=C1